(R)-1-(8-chloroisochroman-1-yl)-N-methylmethanamine ClC=1C=CC=C2CCO[C@H](C12)CNC